(2S,4r)-4-hydroxy-1-[(2S)-2-[4-[[4-(hydroxymethyl)phenyl]thiomethyl]triazol-1-yl]-3,3-dimethyl-butyryl]-N-methyl-pyrrolidine-2-carboxamide O[C@@H]1C[C@H](N(C1)C([C@H](C(C)(C)C)N1N=NC(=C1)CSC1=CC=C(C=C1)CO)=O)C(=O)NC